CN1C(C2=CC=CC=C2C1)CNC1=NC(=NC(=N1)N)C1=CC=C2C=NN(C2=C1)C1OCCCC1 N2-[(2-methylisoindolin-1-yl)methyl]-6-(1-tetrahydropyran-2-ylindazol-6-yl)-1,3,5-triazine-2,4-diamine